BrC=CC=C Bromo-Butadien